N-[6-[2-(3-cyanophenyl)-2-methylpropionyl]-3-pyridyl]-2-(4-ethylsulfonylphenyl)acetamide C(#N)C=1C=C(C=CC1)C(C(=O)C1=CC=C(C=N1)NC(CC1=CC=C(C=C1)S(=O)(=O)CC)=O)(C)C